NC1=NC2=CC=CC(=C2C=C1C(=O)N(CCC)CCC)CCCCCN amino-5-(5-aminopentyl)-N,N-dipropylquinoline-3-carboxamide